O=C1NC(CCC1N1C(C2=CC=C(C=C2C1=O)N1CC(C1)OCCC1CCNCC1)=O)=O 2-(2,6-dioxopiperidin-3-yl)-5-[3-[2-(piperidin-4-yl)ethoxy]azetidin-1-yl]isoindole-1,3-dione